8-Methyl-2-(3-methyl-1-benzofuran-2-yl)-6-(trifluoromethoxy)quinoline CC=1C=C(C=C2C=CC(=NC12)C=1OC2=C(C1C)C=CC=C2)OC(F)(F)F